N-(4-((1-cyclopropyl-3-(tetrahydro-2H-pyran-2-yl)-1H-pyrazol-4-yl)oxy)pyridin-2-yl)-5,6-dihydro-4H-pyrrolo[1,2-b]pyrazol-2-amine C1(CC1)N1N=C(C(=C1)OC1=CC(=NC=C1)NC=1C=C2N(N1)CCC2)C2OCCCC2